1-fluoro-2-[2-fluoro-4-methyl-5-(2,2,2-trifluoroethyl-sulfanyl)phenyl]-5-methyl-4-(2,2,2-trifluoroethylsulfanyl)benzene FC1=C(C=C(C(=C1)C)SCC(F)(F)F)C1=C(C=C(C(=C1)SCC(F)(F)F)C)F